FC1(CCC(CC1)NC=1N=CC2=C(N1)NC=C2C2=CC=1N(C=C2)N=CC1C(=O)NC1CCN(CC1)C)F 5-(2-((4,4-difluorocyclohexyl)amino)-7H-pyrrolo[2,3-d]pyrimidin-5-yl)-N-(1-methylpiperidin-4-yl)pyrazolo[1,5-a]pyridine-3-carboxamide